4-[4-[[tert-butyl-(dimethyl)silyl]oxymethyl]cyclohexyl]-3-methyl-2-oxobenzimidazol C(C)(C)(C)[Si](OCC1CCC(CC1)C1=CC=CC=2NC(N(C21)C)=O)(C)C